tert-butyl (3R)-4-[2'-ethoxy-3-(methoxycarbonyl)-[1,1'-biphenyl]-4-yl]-3-ethylpiperazine-1-carboxylate C(C)OC1=C(C=CC=C1)C1=CC(=C(C=C1)N1[C@@H](CN(CC1)C(=O)OC(C)(C)C)CC)C(=O)OC